1-isopropyl-5-(3-isopropyl-5-(piperidin-4-yl)-1H-indol-2-yl)pyridin-2(1H)-one C(C)(C)N1C(C=CC(=C1)C=1NC2=CC=C(C=C2C1C(C)C)C1CCNCC1)=O